5-cyano-N-ethyl-N-(2,2,2-trifluoro-1-(3-fluorophenyl)ethyl)pyridine-3-sulfonamide C(#N)C=1C=C(C=NC1)S(=O)(=O)N(C(C(F)(F)F)C1=CC(=CC=C1)F)CC